OC(CCCCCCCCCCCCCCCC(=O)O)CCC(CCC)O 17,20-Dihydroxytricosanoic acid